(S)-4-(4'-(3-((2,2-difluoroethyl)amino)cyclobutyl)-[1,1'-biphenyl]-4-yl)-2-(2-((S)-1-hydroxyethyl)-1H-imidazol-1-yl)but-3-yn-1-ol FC(CNC1CC(C1)C1=CC=C(C=C1)C1=CC=C(C=C1)C#C[C@@H](CO)N1C(=NC=C1)[C@H](C)O)F